(2-((1R,3R,4S)-3-amino-4-((dimethylamino)methyl)-3-(methoxycarbonyl)cyclohexyl)ethyl)boronic acid dihydrochloride Cl.Cl.N[C@@]1(C[C@@H](CC[C@H]1CN(C)C)CCB(O)O)C(=O)OC